N[C@@H](CC(=O)OCC)C=1C(=C(C=C(C1F)C1CC1)C1=C(C(=CC=C1C)F)C)F Ethyl (3S)-3-amino-3-(5-cyclopropyl-2,3',4-trifluoro-2',6'-dimethyl-[1,1'-biphenyl]-3-yl)propanoate